methyl-(hydroxyphenyl)dipentyloxysilane C[Si](OCCCCC)(OCCCCC)C1=C(C=CC=C1)O